O1CCN(CC1)C1=NC2=CC=C(C=C2C=N1)C=O 2-morpholinoquinazoline-6-carbaldehyde